F[C@H]1CN(CC[C@H]1OC([2H])([2H])[2H])C1=NC(=NC=N1)NC=1N=CC2=C(C=CC(=C2C1)C(C)C)N1[C@H]([C@@H](C1)CS(=O)(=O)C)C N-(4-((3S,4R)-3-fluoro-4-(methoxy-d3)piperidin-1-yl)-1,3,5-triazin-2-yl)-5-isopropyl-8-((2S,3R)-2-methyl-3-((methanesulfonyl)methyl)azetidin-1-yl)isoquinolin-3-amine